2,4-dimethoxy-6-methyl-N-(6-(thiazol-2-yloxy)-2,3,4,5,9,10-hexahydrooxepino[3',2':5,6]benzo[1,2-d]isoxazol-10-yl)pyridine-3-sulfonamide COC1=NC(=CC(=C1S(=O)(=O)NC1NOC2=C1C1=C(C(=C2)OC=2SC=CN2)CCCCO1)OC)C